(R)-N'-(4-fluoro-2,6-diisopropylphenyl-carbamoyl)-4-(2-hydroxypropan-2-yl)thiophene-2-sulfonimidamide FC1=CC(=C(C(=C1)C(C)C)NC(=O)N=[S@](=O)(N)C=1SC=C(C1)C(C)(C)O)C(C)C